1H-pyrazolo[4,3-c]pyridine-6-carbonitrile N1N=CC=2C=NC(=CC21)C#N